2-ethynyl-terephthalonitrile C(#C)C1=C(C#N)C=CC(=C1)C#N